4-(3-(6-fluoro-1-oxoisoindolin-2-yl)-2-methylphenyl)-1H-indole-7-carboxamide FC1=CC=C2CN(C(C2=C1)=O)C=1C(=C(C=CC1)C1=C2C=CNC2=C(C=C1)C(=O)N)C